(S)-5-(dimethylamino)-3-((3-(2-(2-((4-(dimethylamino)-4-oxobut-2-yn-1-yl)(methyl)amino)propanamido)ethyl)phenyl)amino)-6-ethylpyrazine-2-carboxamide CN(C=1N=C(C(=NC1CC)C(=O)N)NC1=CC(=CC=C1)CCNC([C@H](C)N(C)CC#CC(=O)N(C)C)=O)C